P(OC1=CC=C(C=C1C(C)(C)C)C(C)(C)C)(OC1=CC=C(C=C1C(C)(C)C)C(C)(C)C)[O-] bis(4,6-di-tert-butylphenyl) phosphite